5-chloro-1'-(2-{[2-(3-hydroxy-3-methylazetidin-1-yl)pyrimidin-5-yl]oxy}ethyl)-1,2-dihydrospiro[indole-3,4'-piperidin]-2-one ClC=1C=C2C(=CC1)NC(C21CCN(CC1)CCOC=1C=NC(=NC1)N1CC(C1)(C)O)=O